Cl.NC\C=C(\CN1N=NC2=C1C=C(C=C2C2=C(C=CC(=C2)S(N(CC)CC)(=O)=O)OC)C(=O)OC)/F Methyl (Z)-1-(4-amino-2-fluorobut-2-en-1-yl)-4-(5-(N,N-diethylsulfamoyl)-2-methoxyphenyl)-1H-benzo[d][1,2,3]triazol-6-carboxylate Hydrochloride